Z-1,1,1,2,5,5,6,6,7,7,8,8,8-tridecafluoro-4-(perfluoroethyl)-3,4-bis(trifluoromethyl)-2-octene FC(/C(=C(\C(C(C(C(C(F)(F)F)(F)F)(F)F)(F)F)(C(F)(F)F)C(C(F)(F)F)(F)F)/C(F)(F)F)/F)(F)F